CC(C#C)(C)C(=CCP([O-])([O-])=O)CC=C (1,1-dimethyl-2-propynyl)(2-propenyl)2-propenylphosphonate